FC1(CC=C(CC1)C1=CC(=NC(=C1)C1=NN(C=C1)C(F)F)C#N)F 4-(4,4-difluorocyclohex-1-en-1-yl)-6-(1-(difluoromethyl)-1H-pyrazol-3-yl)picolinonitrile